1-[2-(4-tert-Butoxycarbonylpiperazin-1-yl)-2-methyl-propyl]-5-methyl-triazole-4-carboxylic acid C(C)(C)(C)OC(=O)N1CCN(CC1)C(CN1N=NC(=C1C)C(=O)O)(C)C